5-hexenyltris-(trimethylsiloxy)silane tert-butyl-(3-methoxy-4-((6-methoxypyridin-3-yl)methoxy)benzyl)carbamate C(C)(C)(C)N(C(O)=O)CC1=CC(=C(C=C1)OCC=1C=NC(=CC1)OC)OC.C(CCCC=C)[Si](O[Si](C)(C)C)(O[Si](C)(C)C)O[Si](C)(C)C